(trans)-2-[[2-[(1-hydroxy-3H-2,1-benzoxaborole-5-yl)amino]-5-methyl-pyrimidin-4-yl]amino]cyclohexane-1-carbonitrile OB1OCC2=C1C=CC(=C2)NC2=NC=C(C(=N2)N[C@H]2[C@@H](CCCC2)C#N)C